C(C)(C)(C)NC(C(Br)(F)F)=O N-tertiary butyl-2,2-difluoro-2-bromoacetamide